COC(=O)C1=CC=C(C=2N=CNC21)Br.ClC2=C(N(N=C2)C)CC2N(C(C1=CC=CC=C21)=O)CC=2C=NC(=CC2)O 3-[(4-chloro-2-methyl-pyrazol-3-yl)methyl]-2-[(6-hydroxy-3-pyridyl)methyl]isoindolin-1-one methyl-7-bromo-3H-1,3-benzodiazole-4-carboxylate